Cl.Cl.ClC=1C=C(C=CC1)C=1N=C(NN1)C1CCNCC1 4-[5-(3-Chloro-phenyl)-2H-[1,2,4]triazol-3-yl]-piperidine, dihydrochloride